C(C)(=O)OC1=C(C=CC(=C1)C1CCC1)N1N=C2CCN(CC3C2=C1CCN3C(=O)[O-])C(C=C)=O 2-(2-acetoxy-4-cyclobutylphenyl)-7-acryloyl-2,3,4,5a,6,7,8,9-octahydro-5H-1,2,5,7-tetraazabenzo[cd]azulene-5-carboxylate